tert-butyl ((2-(6-((2,2,6,6-tetramethyltetrahydro-2H-pyran-4-yl)oxy)pyridazin-3-yl)-1,6-naphthyridin-7-yl)methyl)carbamate CC1(OC(CC(C1)OC1=CC=C(N=N1)C1=NC2=CC(=NC=C2C=C1)CNC(OC(C)(C)C)=O)(C)C)C